C(C)(C)(C)NS(=O)(=O)C=1C=C(C=CC1)NC(C1=C(C=C(C(=C1)C)S(NCCO)(=O)=O)N1CCC2(CC2)CC1)=O N-(3-(N-(tert-butyl)sulfamoyl)phenyl)-4-((2-hydroxyethyl)sulfamoyl)-5-methyl-2-(6-azaspiro[2.5]octane-6-yl)benzamide